ClC=1C=C(C=CC1)NC(C1=CC=C(C=C1)O[C@H](C(=O)NC1=C(C=C(C=C1)Cl)F)C)=O (S)-N-(3-chlorophenyl)-4-((1-((2-fluoro-4-chlorophenyl)amino)-1-oxopropan-2-yl)oxy)benzamide